6-(2-methoxyphenyl)-[1,2,4]triazolo[1,5-a]pyridine-7-carboxylic acid COC1=C(C=CC=C1)C=1C(=CC=2N(C1)N=CN2)C(=O)O